tert-Butyl 6-bromo-5-chloro-1H-indazole-1-carboxylate BrC1=C(C=C2C=NN(C2=C1)C(=O)OC(C)(C)C)Cl